4-chloro-2-methyl-2,6-dihydropyrido[3,4-d]pyridazine-1,7-dione ClC1=NN(C(C=2C1=CNC(C2)=O)=O)C